Butyl (S)-(4,4-difluorocyclohexyl)(4-hydroxypentyl)carbamate FC1(CCC(CC1)N(C(OCCCC)=O)CCC[C@H](C)O)F